C(CCCCCCCCC(C)C)O Isododecyl alcohol